Cl.CN1N=C(C=C1)C1=CC=C(C=C1)C1C(C1)N 2-(4-(1-methyl-1H-pyrazol-3-yl)phenyl)cyclopropan-1-amine hydrochloride